5-(3-(dimethylamino)piperidin-1-yl)pyridin-2-amine CN(C1CN(CCC1)C=1C=CC(=NC1)N)C